2,4,6-tri-isopropyl-benzene C(C)(C)C1=CC(=CC(=C1)C(C)C)C(C)C